FC(CC)(F)C=1C=C(C=CC1)NC(=O)C=1[N+](=C(NC1C)C1=CC(=C(C=C1)OC)C1CCNCC1)[O-] 4-((3-(1,1-difluoropropyl)phenyl)carbamoyl)-2-(4-methoxy-3-(piperidin-4-yl)phenyl)-5-methyl-1H-imidazole 3-oxide